BrC=1C(=CC(=NC1)Cl)CC(C)(O)C 1-(5-bromo-2-chloro-4-pyridinyl)-2-methyl-propan-2-ol